NC1=C(N=C2N1C(=C(N=C2)C2=CC=C(C=C2)F)C=2C=CC1=C(N(C=N1)C)C2)C(=O)NCC(F)F amino-N-(2,2-difluoroethyl)-6-(4-fluorophenyl)-5-(1-methyl-1H-1,3-benzodiazol-6-yl)imidazo[1,2-a]pyrazine-2-carboxamide